C(CCCCCC)OC(CC\C=C/C=C)OCCCCCCC (3Z)-7,7-diheptyloxy-1,3-heptadiene